tert-butyl ((1r,4r)-4-(((4-(4-ethyl-3,5-dimethylpiperazin-1-yl)phenyl)amino)methyl)cyclohexyl)carbamate C(C)N1C(CN(CC1C)C1=CC=C(C=C1)NCC1CCC(CC1)NC(OC(C)(C)C)=O)C